C1N(CCC2=CC=CC=C12)C[C@H](CN1C(C2=CC=C(C=C2C(C1)(C)C)N1CCC(CC1)N1CCCC1)=O)O 2-[(2R)-3-(3,4-Dihydro-1H-isochinolin-2-yl)-2-hydroxy-propyl]-4,4-dimethyl-6-(4-pyrrolidin-1-yl-1-piperidyl)-3H-isochinolin-1-on